6-(2-methoxypyridin-4-yl)-2,3-dihydro-1H-inden-5-amine COC1=NC=CC(=C1)C1=C(C=C2CCCC2=C1)N